2-[2-[[(E)-3-[4-(pentafluoro-λ6-sulfanyl)phenyl]prop-2-enoyl]amino]acetyl]-3,4-dihydro-1H-isoquinoline-6-carboxylic acid FS(C1=CC=C(C=C1)/C=C/C(=O)NCC(=O)N1CC2=CC=C(C=C2CC1)C(=O)O)(F)(F)(F)F